OC1=NC=CC(=C1CC1N(C(C2=CC=CC=C12)=O)CC1CC(C1)=O)C 3-((2-hydroxy-4-methylpyridin-3-yl)methyl)-2-((3-oxocyclobutyl)methyl)isoindolin-1-one